FC=1C=C(C(=NC1)C=1C=C(SC1C)C(=O)NC1=CC(=CC(=C1)NS(=O)(=O)C)F)OCC1=CC(=CC(=C1)S(=O)(=O)C)F 4-(5-fluoro-3-((3-fluoro-5-(methylsulfonyl)benzyl)oxy)pyridin-2-yl)-N-(3-fluoro-5-(methylsulfonamido)phenyl)-5-methylthiophene-2-carboxamide